COC1(CN(C1)C=1OC(=C(N1)C(=O)OCC)CC(F)(F)F)C ethyl 2-(3-methoxy-3-methylazetidin-1-yl)-5-(2,2,2-trifluoroethyl)oxazole-4-carboxylate